Allyl Heptanoate (prop-2-enyl heptanoate) C(C=C)C(C(=O)O)CCCCC.C(CCCCCC)(=O)OCC=C